ClC1=NC(=C2C(=N1)N(N=C2)CC2CCCC2)NC=2N=CN(C2)C2=CC(=C(C(=C2)OC)OC)OC 6-chloro-1-(cyclopentylmethyl)-N-(1-(3,4,5-trimethoxyphenyl)-1H-imidazol-4-yl)-1H-pyrazolo[3,4-d]pyrimidin-4-amine